(S)-4-(8-propenoyl-6,6a,7,8,9,10-hexahydropyrazino[1,2-d]pyrido[3,2-b][1,4]oxazin-3-yl)-6-(1-methyl-1H-pyrazol-4-yl)pyrazolo[1,5-a]pyridine-3-carbonitrile C(C=C)(=O)N1C[C@@H]2N(C3=C(OC2)C=C(C=N3)C=3C=2N(C=C(C3)C=3C=NN(C3)C)N=CC2C#N)CC1